ClC=1C=C(C(=O)N[C@@H](C)C=2N(N=CN2)C2=NN(C(C=C2)=O)C)C=C(C1)S(=O)(=O)C 3-chloro-N-[(1S)-1-[2-(1-methyl-6-oxo-pyridazin-3-yl)-1,2,4-triazol-3-yl]ethyl]-5-methylsulfonyl-benzamide